methyl 3-(((2-formyl-6-methylpyridin-3-yl)oxy)methyl)benzoate C(=O)C1=NC(=CC=C1OCC=1C=C(C(=O)OC)C=CC1)C